COCCOC1CN(C1)C(=O)OCCCC butyl 3-(2-methoxyethoxy)azetidine-1-carboxylate